(trideuteriomethyl)butan-2-amine hydrochloride Cl.[2H]C([2H])([2H])CC(CC)N